Br(=O)(=O)[O-].[Ag+] silver(I) bromate